FC1([C@H](C1)C(=O)NC=1N=CC2=CC(=CC=C2C1)C=1C=NC(=CC1C)C(CC)O)F (1R)-2,2-difluoro-N-(7-{6-[1-hydroxypropyl]-4-methylpyridin-3-yl}isoquinolin-3-yl)cyclopropane-1-carboxamide